4-Bromo-5-methyl-2-(piperazin-1-yl)benzonitrile BrC1=CC(=C(C#N)C=C1C)N1CCNCC1